N1C=NC=2C(=NC=CC21)C(=O)N imidazo[4,5-c]pyridine-4-carboxamide